C(CC)OC(=O)NC=1C=NC=CC1 3-(n-propoxycarbonylamino)pyridine